1,2-bis-[(2,6-diisopropylphenyl)imino]acenaphthylene C(C)(C)C1=C(C(=CC=C1)C(C)C)N=C1C(C2=CC=CC3=CC=CC1=C23)=NC2=C(C=CC=C2C(C)C)C(C)C